3-(dimethylamino)-2-methyl-1-(tetrahydro-2H-pyran-4-yl)prop-2-en-1-one CN(C=C(C(=O)C1CCOCC1)C)C